[N-](S(=O)(=O)C(F)(F)F)S(=O)(=O)C(F)(F)F.C(C)N1CN(C=C1)C 1-ethyl-3-methylimidazole bis(trifluoromethylsulfonyl)imide salt